C(C1=CC=CC=C1)OC1=C(C=C(C=N1)NC1=C(C=CC=C1)[N+](=O)[O-])C1=C2C=CNC2=CC=C1 6-(Benzyloxy)-5-(1H-indol-4-yl)-N-(2-nitrophenyl)pyridin-3-amine